C[C@@H]1[C@H]([C@@H]([C@H]([C@H](O1)OP(=O)([O-])OP(=O)([O-])OC[C@@H]2[C@H]([C@H]([C@@H](O2)N3C=NC4=C3N=C(NC4=O)N)O)O)NC(=O)C)O)NC(=O)C The molecule is a nucleotide-sugar oxoanion arising from deprotonation of the diphosphate OH groups of GDP-N,N'-diacetylbacillosamine; major species at pH 7.3. It has a role as a bacterial metabolite. It is a conjugate base of a GDP-N,N'-diacetylbacillosamine.